N1(N=CN=C1)C1=C(C=NC=C1)\C=C(/C#N)\C1=CNC2=CC=C(C=C12)Cl (Z)-3-(4-(1H-1,2,4-triazol-1-yl)pyridin-3-yl)-2-(5-chloro-1H-indol-3-yl)acrylonitrile